FC(C=1N=C(SC1)C#C[Si](C)(C)C)(F)F 4-(trifluoromethyl)-2-((trimethylsilyl)ethynyl)thiazole